C(C)(C)(C)OC(=O)N[C@H](C(=O)OC)CC=1C(=NC=C(C1)Cl)C=1C=NN(C1)C methyl (S)-2-((tert-butoxycarbonyl)amino)-3-(5-chloro-2-(1-methyl-1H-pyrazol-4-yl)pyridine-3-yl)propanoate